ClC1=C(C(=O)NC2=C3C=NN(C3=CC=C2)C2=CC=C(C=C2)C(F)(F)F)C=C(C=C1)CNC(C(CO)(C)C)=O 2-Chloro-5-{[(3-hydroxy-2,2-dimethylpropanoyl)amino]methyl}-N-{1-[4-(trifluoromethyl)phenyl]-1H-indazol-4-yl}benzamide